1-((4-Fluoropiperidin-4-yl)methyl)-3-phenyl-1H-pyrrole-2,5-dione hydrochloride Cl.FC1(CCNCC1)CN1C(C(=CC1=O)C1=CC=CC=C1)=O